N6,3-dimethylbenzo[d]isoxazole-5,6-diamine CNC1=CC2=C(C(=NO2)C)C=C1N